ClC=1C=C(C=C(C1)Cl)N(C(=O)C1OC(C(C(C1OC)N1N=NC(=C1)C1=CC(=C(C(=C1)F)C)F)O)CO)[C@@H]1[C@H](CCC1)O N-(3,5-dichlorophenyl)-4-(4-(3,5-difluoro-4-methylphenyl)-1H-1,2,3-triazol-1-yl)-5-hydroxy-N-((1S,2S)-2-hydroxycyclopentyl)-6-(hydroxymethyl)-3-methoxytetrahydro-2H-pyran-2-carboxamide